Methyl 5,6-diphenylpyrazine-2-carboxylate C1(=CC=CC=C1)C=1N=CC(=NC1C1=CC=CC=C1)C(=O)OC